C1=CC=C2C(=C1)C3=C(N2)N=NC=C3 diazacarbazole